ClC1=CC=C(C=C1)C1=NN(CC1C1=CC=CC=C1)C=1N(C(NN1)=O)C 5-[3-(4-chlorophenyl)-4-phenyl-4,5-dihydropyrazol-1-yl]-4-methyl-2H-1,2,4-triazol-3-one